tert-Butyl 2-(4-(6-(tert-butoxycarbonyl(methyl)amino)-2-fluoropyridin-3-yl)phenyl)-1H-pyrrolo[2,3-c]pyridine-1-carboxylate C(C)(C)(C)OC(=O)N(C1=CC=C(C(=N1)F)C1=CC=C(C=C1)C1=CC=2C(=CN=CC2)N1C(=O)OC(C)(C)C)C